CN1CC(C1)(C)[C@@](C=1C=C(C=NC1)C=1N=C(N(N1)C(C)C)C1(CC(NCC1)=O)C)(C1=CC=C(C=C1)C(C)C)O 4-(5-{5-[(R)-(1,3-Dimethyl-azetidin-3-yl)-hydroxy-(4-isopropyl-phenyl)-methyl]-pyridin-3-yl}-2-isopropyl-2H-[1,2,4]triazol-3-yl)-4-methyl-piperidin-2-one